C(C1=CC=CC=C1)OC([C@H](CC=1C=C(C(=O)O)C=CC1)NC(=O)OCC1=CC=CC=C1)=O 3-[(2S)-3-(benzyloxy)-2-{[(benzyloxy)carbonyl]amino}-3-oxopropyl]benzoic acid